N-cyclopropyl-2-fluoro-5-(4-(2-fluoro-5-(((3R,4S)-3-fluoropiperidin-4-yl)amino)pyridin-3-yl)-1H-1,2,3-triazol-1-yl)-4-methylbenzamide C1(CC1)NC(C1=C(C=C(C(=C1)N1N=NC(=C1)C=1C(=NC=C(C1)N[C@@H]1[C@@H](CNCC1)F)F)C)F)=O